CC(CCCC)NC=1C=C(C=CC1O)C(C)(C)C1=CC(=C(C=C1)O)NC(CCCC)C 2,2-Bis[3-(1-methylpentylamino)-4-hydroxyphenyl]propane